[In].[Na] Sodium-indium